COC1=NC=C(C(=N1)OC)C=1C=C(C=2N(N1)C=NC2)[C@@H]2[C@H](C2)C(C)C 2-(2,4-dimethoxypyrimidin-5-yl)-4-((1S,2R)-2-isopropylcyclopropyl)imidazo[1,5-b]pyridazine